NC1=NC=2C=NC(=CC2C2=C1N=CN=C2)C(=O)N([C@@H]2COCC1=NC(=CC=C12)C(F)(F)F)C 5-amino-N-methyl-N-((5S)-2-(trifluoromethyl)-5,8-dihydro-6H-pyrano[3,4-b]pyridin-5-yl)pyrimido[4,5-c][1,7]naphthyridine-9-carboxamide